CS(=O)(=O)OC=1C=C(C=CC1)NC(=O)NC1=CC(=CC=C1)OS(=O)(=O)CCCC N-[3-(methylsulfonyloxy)phenyl]-N'-[3-(butylsulfonyloxy)phenyl]urea